N[C@](COC=1C(=CC(=NC1)C)C1=CC=2N(C=C1)N=C(C2)NC2=NC(=NC(=C2)C)C)(C(F)(F)F)C (R)-5-[5-(2-Amino-3,3,3-trifluoro-2-methyl-propoxy)-2-methyl-4-pyridyl]-N-(2,6-dimethylpyrimidin-4-yl)pyrazolo[1,5-a]pyridin-2-amine